1-hydroxycyclobutane-1-carboxamide OC1(CCC1)C(=O)N